3-mercapto-1-propanesulfonate potassium salt [K+].SCCCS(=O)(=O)[O-]